C(C)(C)(C)C=1C=C(N(N1)C1=CC=C(C=C1)CCN(C)C)NC(=O)NC1=C(C=C(C=C1)OC1=CC=NC2=C1OCC(N2)=O)SC 1-[5-tert-butyl-2-[4-[2-(dimethylamino)ethyl]phenyl]pyrazol-3-yl]-3-[2-methylsulfanyl-4-[(3-oxo-4H-pyrido[3,2-b][1,4]oxazin-8-yl)oxy]phenyl]urea